FC(C(=C)C)(C(C(F)(F)F)(F)F)F 3,3,4,4,5,5,5-heptafluoro-2-methyl-1-pentene